C12(CC(C1)C2)CNC(OC2=CC=C(C=C2)[N+](=O)[O-])=O 4-nitrophenyl (bicyclo[1.1.1]pentan-1-ylmethyl)carbamate